((R)-1-(((((S)-1-propenylpiperidin-3-yl)oxy)carbonyl)amino)-2-phenylethyl)boronic acid C(=CC)N1C[C@H](CCC1)OC(=O)N[C@@H](CC1=CC=CC=C1)B(O)O